CC1=CC=CC=C1N1C(C2(CC2)CC1)=O 2-methyl-3-(4-oxo-5-azaspiro[2.4]heptan-5-yl)benzene